2'-bromo-3,3,7'-trimethyl-2,3-dihydrospiro-[indene-1,9'-xanthene] BrC1=CC=2C3(C4=CC(=CC=C4OC2C=C1)C)CC(C1=CC=CC=C13)(C)C